(2,4-dichlorobenzyl)-4,4-dimethyl-1,2-oxazolidin-3-one ClC1=C(CN2OCC(C2=O)(C)C)C=CC(=C1)Cl